C(C)(C)(C)OC(=O)N[C@@H](C#CC1=NC(=NC(=C1OC)C1=C(C=CC=C1C)C)NS(=O)(=O)C=1C=C(C(=O)O)C=CC1)CC(C)(C)C 3-[[4-[(3R)-3-(tert-butoxycarbonylamino)-5,5-dimethyl-hex-1-ynyl]-6-(2,6-dimethylphenyl)-5-methoxy-pyrimidin-2-yl]sulfamoyl]benzoic acid